FC1=CC=C(OC=2C=CC(=NC2)S(=O)(=O)N2[C@@H]([C@@H]3CC[C@H](C2)N3)C(=O)OCC)C=C1 ethyl (1S,2S,5R)-3-((5-(4-fluorophenoxy) pyridin-2-yl) sulfonyl)-3,8-diazabicyclo[3.2.1]octane-2-carboxylate